tert-butyl-4-(3-iodo-6-methoxy-pyrazolo[1,5-a]pyrimidin-5-yl)piperazine-1-carboxylate C(C)(C)(C)OC(=O)N1CCN(CC1)C1=NC=2N(C=C1OC)N=CC2I